FC1=C(C(=C(C=C1OC)OC)F)N1C(N(C2=C(C1)C=NC(=C2)C=2C(=NN(C2)C)C)C2=CC(=C(C=C2)F)F)=O 3-(2,6-difluoro-3,5-dimethoxyphenyl)-1-(3,4-difluorophenyl)-7-(1,3-dimethyl-1H-pyrazol-4-yl)-3,4-dihydropyrido[4,3-d]pyrimidin-2(1H)-one